C(CCC)N(C(N(CCCC)CCCC)=O)CCCC Tetrabutyl-urea